(E)-2-(aminomethyl)-1,3-diphenyl-prop-2-ene NC\C(\CC1=CC=CC=C1)=C\C1=CC=CC=C1